N-benzyl-2-(2-(4-methylpiperazin-1-yl)acetamido)-4,5,6,7-tetrahydrobenzo[b]thiophene-3-carboxamide C(C1=CC=CC=C1)NC(=O)C=1C2=C(SC1NC(CN1CCN(CC1)C)=O)CCCC2